CC=1C=C2/C(/C(NC2=CC1C(=O)OC)=O)=C(\C1=CC=CC=C1)/NC1=CC(=C(C=C1)C(NOCCN1CCN(CC1)C)=O)C (Z)-Methyl 5-methyl-3-(((3-methyl-4-((2-(4-methylpiperazin-1-yl)ethoxy)carbamoyl)phenyl)amino)(phenyl)methylene)-2-oxoindoline-6-carboxylate